FC=1C=C(CC2=CC(=NC=C2)N2N=C(C=C2)C(=O)N2CCCC2)C=C(C1)C(F)(F)F (1-(4-(3-Fluoro-5-(trifluoromethyl)benzyl)pyridin-2-yl)-1H-pyrazol-3-yl)(pyrrolidin-1-yl)methanon